C(=O)C1CCC(CC1)N1CCN(CCC1)C(=O)OCC ethyl 4-(4-formylcyclohexyl)-1,4-diazepan-1-carboxylate